FCCN1C=NC=C1 3-(2-fluoroethyl)imidazole